CN(C1CC(C1)C=1SC2=C(N1)C=C(C=C2)[C@@H]2N(C[C@H](CC2)C)C(C(=O)NC=2C=NC(=C(C(=O)N)C2)OC)=O)C 5-(2-((2R,5S)-2-(2-(3-(dimethylamino)cyclobutyl)benzo[d]thiazol-5-yl)-5-methylpiperidin-1-yl)-2-oxoacetamido)-2-methoxynicotinamide